N-(3'-(difluoromethoxy)-5'-fluoro-4-morpholinylbiphenyl-3-yl)-3-(trifluoromethyl)benzenesulfonamide FC(OC=1C=C(C=C(C1)F)C1=CC(=C(C=C1)N1CCOCC1)NS(=O)(=O)C1=CC(=CC=C1)C(F)(F)F)F